Aminomethyl-2'-O-methyluridine NC[C@@]1([C@H](OC)[C@H](O)[C@@H](CO)O1)N1C(=O)NC(=O)C=C1